lauryl dotriacontanoate C(CCCCCCCCCCCCCCCCCCCCCCCCCCCCCCC)(=O)OCCCCCCCCCCCC